4-acrylyl-oxybenzoic acid C(C=C)(=O)OC1=CC=C(C(=O)O)C=C1